NC1=NN2C3=C1C(NC[C@@H](OC1=C(CN(C(=N3)C=C2)CC2CC2)C(=C(C=C1)F)C#N)C)=O (7S)-3-amino-14-(cyclopropylmethyl)-11-fluoro-7-methyl-4-oxo-4,5,6,7,13,14-hexahydro-1,15-ethenopyrazolo[4,3-f][1,4,8,10]benzoxatriazacyclotridecine-12-carbonitrile